C(C)(C)(C)OC(=O)N1CCNC2(CC2C=2C3=C(N=CN2)N(C=C3C3CC3)C3=NC=CC(=C3)C#N)C1 (7-(4-cyanopyridin-2-yl)-5-cyclopropyl-7H-pyrrolo[2,3-d]pyrimidin-4-yl)-4,7-diazaspiro[2.5]octane-7-carboxylic acid tert-butyl ester